ClC1=C(C=NC2=C1SCC[C@H]1N2CCNC1)C (R)-4-chloro-3-methyl-6,7,7a,8,10,11-hexahydro-9H-pyrazino[1,2-d]pyrido[3,2-b][1,4]thiazepin